3-{[6-(4-methanehydrazonoyl-6-{[(3S)-3-methylpiperidin-1-yl]methyl}-1-oxo-3H-isoindol-2-yl)-4-{3-[(4-methyl-1,2,4-triazol-3-yl)methyl]oxetan-3-yl}pyridin-2-yl]amino}propanenitrile C(=NN)C1=C2CN(C(C2=CC(=C1)CN1C[C@H](CCC1)C)=O)C1=CC(=CC(=N1)NCCC#N)C1(COC1)CC1=NN=CN1C